BrC=1C(=NN(C1C=1C=NC=NC1)C1=C(C=CC=C1)F)OCC(=O)O {[4-Bromo-1-(2-fluorophenyl)-5-(pyrimidin-5-yl)-1H-pyrazol-3-yl]oxy}acetic acid